1,8-bis(maleimido)-3,6-dioxaoctane C1(C=CC(N1CCOCCOCCN1C(C=CC1=O)=O)=O)=O